BrC=1C=C(C=C(C1)Cl)[C@H]1NC[C@@H](N(C1)C(=O)OC(C)(C)C)COC (2R,5R)-tert-butyl 5-(3-bromo-5-chlorophenyl)-2-(methoxymethyl)piperazine-1-carboxylate